2-((S)-3-carboxybutanoyl)-4-chloro-6-methoxy-7-methylisoindolin C(=O)(O)[C@H](CC(=O)N1CC2=C(C(=CC(=C2C1)Cl)OC)C)C